(S)-(1-(6-chloro-3,5-dicyano-4-ethylpyridin-2-yl) pyrrolidin-3-yl) phosphate P(=O)(O[C@@H]1CN(CC1)C1=NC(=C(C(=C1C#N)CC)C#N)Cl)([O-])[O-]